(1s,4s)-4-(((6-(2-chloro-3-(2-(4-((((1s,4s)-4-hydroxycyclohexyl)amino)methyl)-3-methoxyphenyl)-3-methylpyridin-4-yl)phenyl)-2-methoxypyridin-3-yl)methyl)amino)cyclohexan-1-ol ClC1=C(C=CC=C1C1=C(C(=NC=C1)C1=CC(=C(C=C1)CNC1CCC(CC1)O)OC)C)C1=CC=C(C(=N1)OC)CNC1CCC(CC1)O